N-(5-((4-((1R,5S)-3-(2-((3R,5R,7R)-adamantan-1-yl)acetyl)-3,8-diazabicyclo[3.2.1]octane-8-carbonyl)benzyl)oxy)-1,3,4-thiadiazol-2-yl)-3-(2-methoxyphenyl)isonicotinamide C12(CC3CC(CC(C1)C3)C2)CC(=O)N2C[C@H]3CC[C@@H](C2)N3C(=O)C3=CC=C(COC2=NN=C(S2)NC(C2=C(C=NC=C2)C2=C(C=CC=C2)OC)=O)C=C3